FC1(CCC(CC1)C1=NC(=C2N1CCN(C2)C(=O)NC)I)F 3-(4,4-difluorocyclohexyl)-1-iodo-N-methyl-5,6-dihydroimidazo[1,5-a]pyrazine-7(8H)carboxamide